CC=1N=C2N(N=C(C=C2C)C2=CC3=C(N=C(S3)C3CCN(CC3)C(=O)OC(C)(C)C)S2)C1 tert-butyl 4-(5-[2,8-dimethylimidazo[1,2-b]pyridazin-6-yl]thieno[2,3-d][1,3]thiazol-2-yl)piperidine-1-carboxylate